4-(1-{2-Amino-1-[p-(trifluoromethyl)phenyl]ethyl}-3-methyl-1H-pyrazol-4-yl)-3-(p-chlorophenyl)-2-pyridinamine NCC(C1=CC=C(C=C1)C(F)(F)F)N1N=C(C(=C1)C1=C(C(=NC=C1)N)C1=CC=C(C=C1)Cl)C